1-((3S,10R,13S)-3-azido-10,13-dimethyl-2,3,4,7,8,9,10,11,12,13,14,15-dodecahydro-1H-cyclopenta[a]phenanthren-17-yl)-4-methyl-1H-imidazole N(=[N+]=[N-])[C@H]1CC[C@@]2(C3CC[C@@]4(C(=CCC4C3CC=C2C1)N1C=NC(=C1)C)C)C